N-(5-(3-(3,3-difluorocyclobutyl)-1,2,4-oxadiazol-5-yl)-2-methylphenyl)-7-((2-((tetrahydro-2H-pyran-2-yl)oxy)ethoxy)methyl)imidazo[1,2-a]pyridine-3-carboxamide FC1(CC(C1)C1=NOC(=N1)C=1C=CC(=C(C1)NC(=O)C1=CN=C2N1C=CC(=C2)COCCOC2OCCCC2)C)F